((2R,3S,4R,5R)-5-(4-aminopyrrolo[2,1-f][1,2,4]triazin-7-yl)-5-cyano-3,4-dihydroxytetrahydrofuran-2-yl)methyl (2-methoxy-2-methylpropyl) carbonate C(OC[C@H]1O[C@@]([C@@H]([C@@H]1O)O)(C#N)C1=CC=C2C(=NC=NN21)N)(OCC(C)(C)OC)=O